FC1=C2CC[C@H](C2=CC=C1)NC(=O)C1=CC=C(S1)C1=C(C(=NC(=C1C(=O)N)CC(C)C)CCC1=CC=C(C=C1)F)C=1OC(=NN1)C (R)-4-(5-((4-fluoro-2,3-dihydro-1H-inden-1-yl)carbamoyl)thiophen-2-yl)-6-(4-fluorophenethyl)-2-isobutyl-5-(5-methyl-1,3,4-oxadiazol-2-yl)nicotinamide